3,4-Dichlorobenzoyl chloride ClC=1C=C(C(=O)Cl)C=CC1Cl